ClC1=C2C(=NC=C1)N(C=C2)[C@H]2CCCC1=CC=CC=C21 (S)-4-chloro-N-(1,2,3,4-tetrahydronaphthalen-1-yl)-1H-pyrrolo[2,3-b]pyridine